CC(C(=O)N)(C)C 2,2-dimethylPropionamide